COC=1C=C(C=C(C1)OC)C#CN1CNC=2C(=C1N[C@@H]1CN(CCC1)C(C=C)=O)C=NC2 (S)-3-(3,5-dimethoxyphenylethynyl)-4-(1-acryloylpiperidin-3-ylamino)-1H-pyrrolo[3,4-d]pyrimidine